2-(1,3-dimethyl-1H-pyrazol-5-yl)-8-methoxy-9H-pyrimido[4,5-b]indol-6-amide CN1N=C(C=C1C=1N=CC2=C(NC3=C(C=C(C=C23)C(=O)N)OC)N1)C